(R)-6-(4-hydroxybenzo[b]thiophene-5-yl)-N-methyl-3-((1-methylpiperidin-3-yl)amino)-1,2,4-Triazine-5-carboxamide OC1=C(C=CC=2SC=CC21)C2=C(N=C(N=N2)N[C@H]2CN(CCC2)C)C(=O)NC